3-fluoro-5-formyl-4-hydroxybenzyl 3-(pyrrolidin-1-yl)phenylcarbamate N1(CCCC1)C=1C=C(C=CC1)NC(OCC1=CC(=C(C(=C1)C=O)O)F)=O